tri(trimethylsilyl) borate phosphate P(=O)(O)(O)O.B(O[Si](C)(C)C)(O[Si](C)(C)C)O[Si](C)(C)C